N-(2,3-dihydro-1H-inden-2-yl)-3-(1-methylcyclohexane-1-carboxamido)pyrazine-2-carboxamide C1C(CC2=CC=CC=C12)NC(=O)C1=NC=CN=C1NC(=O)C1(CCCCC1)C